ClC1=NC(=CC=C1C(=O)NS(=O)(=O)C1=NC(=CC=C1)N(C)CCCC1NC(CC1)(C)C)N1N=C(C=C1)OCCC1(CC1)C(F)(F)F 2-chloro-N-[[6-[3-(5,5-dimethylpyrrolidin-2-yl)propyl-methyl-amino]-2-pyridyl]sulfonyl]-6-[3-[2-[1-(trifluoromethyl)cyclopropyl]ethoxy]pyrazol-1-yl]pyridine-3-carboxamide